NN1C(N(N=C1CC)C(=O)NC(C)(C)C)=O 4-amino-5-ethyl-2-(1,1-dimethyl-ethyl-aminocarbonyl)-2,4-dihydro-3H-1,2,4-triazol-3-one